CC=1C=C(C=NC1N1CCNCC1)CC1=CN=C2C(=NC(=NN21)OC(CC)CC)N 7-((5-methyl-6-(piperazin-1-yl)pyridin-3-yl)methyl)-2-(pentan-3-yloxy)imidazo[2,1-f][1,2,4]triazin-4-amine